[C@H]12COCC[C@@]2(C1)C1=NC=C(C=C1)Br 2-((1S,6R)-3-oxabicyclo[4.1.0]heptan-6-yl)-5-bromopyridine